3,4-dimethyl-9H-carbazole CC=1C=CC=2NC3=CC=CC=C3C2C1C